ONC(=O)C[C@H](C(=O)N[C@@H](CC1=CNC2=CC=CC=C12)C(=O)O)CC(C)C N-[(2R)-2-(hydroxycarbamoylmethyl)-4-methylpentanoyl]-L-tryptophan